F[C@H]1C[C@H](N(C1)C(CN1CCC(CC1)OC1=CC=NC2=CC(=CC=C12)OC)=O)C#N (2S,4S)-4-Fluoro-1-(2-(4-((7-methoxychinolin-4-yl)oxy)piperidin-1-yl)acetyl)pyrrolidin-2-carbonitril